N,N-dicarboxymethylglutamic acid C(=O)(O)CN([C@@H](CCC(=O)O)C(=O)O)CC(=O)O